acryloyloxy Ethyl trimellitate hydride [H-].C(C=1C(C(=O)[O-])=CC(C(=O)OCC)=CC1)(=O)OOC(C=C)=O